6-bromo-1-(2-bromophenyl)-7-cyclopropylquinazoline-2,4(1H,3H)-dione BrC=1C=C2C(NC(N(C2=CC1C1CC1)C1=C(C=CC=C1)Br)=O)=O